ClC=1N=C(C2=C(N1)N=C(S2)N(C)C)Cl 5,7-dichloro-N,N-dimethyl-thiazolo[4,5-d]pyrimidin-2-amine